(2E)-3,7-dimethyl-2,6-octadien-1-yl hexadecanoate C(CCCCCCCCCCCCCCC)(=O)OC\C=C(\CCC=C(C)C)/C